BrCC(=O)C1=CN=C(S1)N1C2CN(C(C1)C2)C(=O)OC(C)(C)C tert-butyl 5-(5-(2-bromoacetyl)thiazol-2-yl)-2,5-diazabicyclo[2.2.1]heptane-2-carboxylate